monoazol N1C=CC=C1